NCC(COCC(CO)O)O 3-(3-amino-2-hydroxypropoxy)propane-1,2-diol